N1C(=NCC1)N[C@H]1CN(CC1)C=1N=CC(=NC1)C(=O)NC=1C=C(C=2N(C1)C=C(N2)C)F 5-[(3R)-3-(4,5-dihydro-1H-imidazol-2-ylamino)pyrrolidin-1-yl]-N-(8-fluoro-2-methyl-imidazo[1,2-a]pyridin-6-yl)pyrazine-2-carboxamide